8-hydroxy-3,4-dihydro-2,7-naphthyridine OC=1N=CC=C2CCN=CC12